4-(2,4-dioxotetrahydropyrimidin-1(2H)-yl)-1-isopropyl-1H-indole-6-carboxylic acid O=C1N(CCC(N1)=O)C1=C2C=CN(C2=CC(=C1)C(=O)O)C(C)C